5-amino-2-(4-tert-butyl-1H-imidazol-1-yl)-3-fluorobenzoic acid ethyl ester C(C)OC(C1=C(C(=CC(=C1)N)F)N1C=NC(=C1)C(C)(C)C)=O